CON=C(CCC=C)C=1SC=CC1 1-(thiophen-2-yl)pent-4-en-1-one O-methyloxime